BrC1=CC=C2C=C(NC2=C1)CN1CCC(CC1)OC1=CC=CC(=N1)COC1=C(C=C(C#N)C=C1)F 4-((6-((1-((6-bromo-1H-indol-2-yl)methyl)piperidin-4-yl)oxy)pyridin-2-yl)methoxy)-3-fluorobenzonitrile